FC(C(=O)O)(F)F.C12(CC3CC(CC(C1)C3)C2)C=2C=C(C=CC2O)C2=C(C=C(C=C2)C=CC(=O)O)C(NCCCCN)=O 3-[3'-adamantan-1-yl-2-(4-amino-butylcarbamoyl)-4'-hydroxy-biphenyl-4-yl]-acrylic acid trifluoroacetate